Cl.FC(C[C@H]1CNCC1)F (S)-3-(2,2-difluoroethyl)pyrrolidine hydrochloride